4-(1-(2-Methylbenzoyl)-2,3-dihydro-1H-pyrrolo[2,3-c]pyridin-4-yl)benzonitrile CC1=C(C(=O)N2CCC=3C2=CN=CC3C3=CC=C(C#N)C=C3)C=CC=C1